N-(3-chloro-4-(4-propylpiperazine-1-carbonyl)phenyl)-5-(2,3-difluoro-4-(3-methyl-1H-pyrazol-4-yl)phenyl)-1-methyl-1H-imidazole-2-carboxamide ClC=1C=C(C=CC1C(=O)N1CCN(CC1)CCC)NC(=O)C=1N(C(=CN1)C1=C(C(=C(C=C1)C=1C(=NNC1)C)F)F)C